NC1=C(SC2=NC(=CC(=C21)C)C)C(=O)NC2CC=1C=C(C(=NC1CC2)N2CC1(OCCO1)C(C2)N)F 3-amino-N-(2-{9-amino-1,4-dioxa-7-azaspiro[4.4]nonan-7-yl}-3-fluoro-5,6,7,8-tetrahydroquinolin-6-yl)-4,6-dimethylthieno[2,3-b]pyridine-2-carboxamide